ClC1=NC(=CC=C1)C=1NC(=CN1)CC 2-Chloro-6-(5-ethyl-1H-imidazol-2-yl)pyridine